ClC=1C=CC(=C(C1)C=1N=C(N(C(C1)=O)[C@H](C(=O)NC1=CC=C(C(=O)[O-])C=C1)CC1=CC=CC=C1)C(C)(C)C)N1N=NC(=C1)Cl (S)-4-(2-(4-(5-chloro-2-(4-chloro-1H-1,2,3-triazol-1-yl)phenyl)-6-oxo tert-Butyl pyrimidin-1(6H)-yl)-3-phenylpropionamido)benzoate